C(C)(C)(C)OC(=O)N1C(=C(C2=CC(=CC=C12)C1C(CN(CC1)C(=O)OC(C)(C)C)O)C(C)C)C1=CC(=C(C=C1)OC)OC 5-(1-(tert-butoxycarbonyl)-3-hydroxypiperidin-4-yl)-2-(3,4-dimethoxyphenyl)-3-isopropyl-1H-indole-1-carboxylic acid tert-butyl ester